(6-bromo-4-chloropyridin-2-yl)piperazine-1-carboxylic acid tert-butyl ester C(C)(C)(C)OC(=O)N1C(CNCC1)C1=NC(=CC(=C1)Cl)Br